CNC(C1=CC(=CC=C1)C)=O N,3-dimethyl-benzamide